FC=1C=C(C=CC1)C=1C=CC(=NC1)NC=1C=C(C(=O)NC2C(C2)C2CCN(CC2)C)C=CC1 3-((5-(3-fluorophenyl)pyridin-2-yl)amino)-N-(2-(1-methylpiperidin-4-yl)cyclopropyl)benzamide